S(=O)(OC1=NC=CC=C1)OS(=O)[O-] pyridyl disulfite